BrC=1C=C(C(=NC1)OC)C(=O)N[C@@H]1C2CCC([C@@H]1C(NC1=CC(=C(C=C1)F)C(F)(F)F)=O)C2=C(C)C 5-bromo-N-[(2R,3S)-3-{[4-fluoro-3-(trifluoromethyl)phenyl]carbamoyl}-7-(propan-2-ylidene)bicyclo[2.2.1]heptan-2-yl]-2-methoxypyridine-3-carboxamide